BrC=1C=C(C=CC1)[C@H]1[C@@H](C1)C(=O)OCC Ethyl (trans)-2-(3-bromophenyl)cyclopropanecarboxylate